bromo-tryptophan BrN[C@@H](CC1=CNC2=CC=CC=C12)C(=O)O